N,4-dimethylpiperazine CN1CCN(CC1)C